FC(C1=NC=C(C=N1)B1OC(C)(C)C(C)(C)O1)(F)F 2-trifluoromethyl-pyrimidine-5-boronic acid pinacol ester